FC1=C(C=C(C(=C1)[N+](=O)[O-])OC)C=1CCNCC1 4-(2-fluoro-5-methoxy-4-nitro-phenyl)-1,2,3,6-tetrahydropyridine